C(C)C=1C(NC=2C=C(C=NC2C1)CN1C2CN(CC1C2)C=2C=CC(=NC2)C(=O)NC)=O 5-(6-((7-ethyl-6-oxo-5,6-dihydro-1,5-naphthyridin-3-yl)methyl)-3,6-diazabicyclo[3.1.1]Hept-3-yl)-N-methylpyridineamide